ClC1=CC(=C(N=N1)C(=O)NC([2H])([2H])[2H])NC1=CC=CC2=C1OCC=1C2=NN(C1)C 6-chloro-N-(methyl-d3)-4-((2-methyl-2,4-dihydrochromeno[4,3-c]pyrazol-6-yl)amino)pyridazine-3-carboxamide